FC1=C(C=CC=C1C=1N=NN(N1)CC1=C(C=CC(=C1)OC(F)(F)F)F)C(CS(=O)(=O)N)(C)O 2-(2-fluoro-3-(2-(2-fluoro-5-(trifluoromethoxy)benzyl)-2H-tetrazol-5-yl)phenyl)-2-hydroxy-propane-1-sulfonamide